(6-amino-2-fluoro-9H-purin-9-yl)-2-(((tert-butyldiphenylsilyl)oxy)methyl)-2-ethynyltetrahydrofuran-3-ol NC1=C2N=CN(C2=NC(=N1)F)C1(C(OCC1)(C#C)CO[Si](C1=CC=CC=C1)(C1=CC=CC=C1)C(C)(C)C)O